3-(5-((S)-6-fluoro-3-methylindoline-1-carbonyl)-1-oxoisoindolin-2-yl)piperidine FC1=CC=C2[C@@H](CN(C2=C1)C(=O)C=1C=C2CN(C(C2=CC1)=O)C1CNCCC1)C